COC1=C(C=CC(=N1)C=1N=NN(C1C(=O)O)C)NS(=O)(=O)C 4-(6-methoxy-5-(methylsulfonylamino)pyridin-2-yl)-1-methyl-1H-1,2,3-triazole-5-Formic acid